Cl.ClC1=C(C=CC=2C(=C3N(C12)CCNC3)C=3C=NNC3)Cl 6,7-dichloro-10-(1H-pyrazol-4-yl)-1,2,3,4-tetrahydropyrazino[1,2-a]indole hydrochloride